2-(3-(2-cyanophenyl)-1-methylureido)-5-oxo-5H-thieno[3,2-b]pyran-6-carboxylic acid C(#N)C1=C(C=CC=C1)NC(N(C)C1=CC=2OC(C(=CC2S1)C(=O)O)=O)=O